(E)-octadec-9-eneoyl chloride C(CCCCCCC\C=C\CCCCCCCC)(=O)Cl